7-(3-(6-cyclopropylpyridin-3-yl)-7,8-dihydro-1,6-naphthyridin-6(5H)-yl)-2-(difluoromethyl)-8,9-dimethyl-4H-pyrimido[1,2-b]pyridazin-4-one C1(CC1)C1=CC=C(C=N1)C=1C=NC=2CCN(CC2C1)C=1C(=C(C=2N(N1)C(C=C(N2)C(F)F)=O)C)C